C(C)(C)(C)C1=C(C(C(=O)O)=CC(=C1)C(C)(C)C)O 3,5-di-t-butylsalicylic acid